COC1=CC=CC=2C=3N(C(=NC12)N)N=C(N3)[C@@H]3C[C@@H](C3)C=3C=NC(=CC3)N3CCN(CC3)C 7-methoxy-2-{cis-3-[6-(4-methylpiperazin-1-yl)pyridin-3-yl]cyclobutyl}[1,2,4]triazolo[1,5-c]quinazolin-5-amine